O=C1C=CC(=NN1)N1CC(C1)C#N 1-(6-oxo-1H-pyridazin-3-yl)azetidine-3-carbonitrile